ClC=1C=C(C=C(C1F)Cl)C1(CC(=NO1)N1CC=2C=NC(=CC2C1)C(=O)NC1C(N(C(C1)=O)C)=O)C(F)(F)F 2-(5-(3,5-dichloro-4-fluorophenyl)-5-(trifluoromethyl)-4,5-dihydroisoxazol-3-yl)-N-(1-methyl-2,5-dioxopyrrolidin-3-yl)-2,3-dihydro-1H-pyrrolo[3,4-c]pyridine-6-carboxamide